BrC=1C=C2C(=NN(C2=CC1)C1COCCC1)C(=O)OC methyl 5-bromo-1-(tetrahydro-2H-pyran-3-yl)-1H-indazole-3-carboxylate